C1(=CC=CC=C1)C12CC3(CC(CC(C1)C3)C2)C(=O)N2C(CCC2)C(=O)O 1-(3-phenyl-adamantane-1-carbonyl)pyrrolidine-2-carboxylic acid